CC=1C(=C(C#N)C=CC1)B1OC(C(O1)(C)C)(C)C 3-methyl-2-(4,4,5,5-tetramethyl-1,3,2-dioxaborolan-2-yl)benzonitrile